benzhydryl (2S,4aS,6aS,6bR,8aR,12aS,12bR,14bR)-2,4a,6a,6b,9,9,12a-heptamethyl-10,13-dioxo-1,2,3,4,4a,5,6,6a,6b,7,8,8a,9,10,11,12,12a,12b,13,14b-icosahydropicene-2-carboxylate C[C@]1(C[C@H]2C3=CC([C@@H]4[C@]5(CCC(C([C@@H]5CC[C@]4([C@@]3(CC[C@]2(CC1)C)C)C)(C)C)=O)C)=O)C(=O)OC(C1=CC=CC=C1)C1=CC=CC=C1